methyl 3-bromo-5-(1-tetrahydropyran-2-ylpyrazol-4-yl)thiophene-2-carboxylate BrC1=C(SC(=C1)C=1C=NN(C1)C1OCCCC1)C(=O)OC